C1=NC=CC2=CC(=CC=C12)CC(C#N)CC 2-(isoquinolin-6-ylmethyl)butanenitrile